N1C=CC2=CC=C3C(=C12)C=NC=N3 pyrimido-indole